S-palmitoyl-cysteine 3,3'-di-tert-butyl-5,5'-dimethoxy-2'-((4,4,5,5-tetraphenyl-1,3,2-dioxaphospholan-2-yl)oxy)-[1,1'-biphenyl]-2-yl-di(naphthalen-2-yl)phosphite C(C)(C)(C)C=1C(=C(C=C(C1)OC)C1=C(C(=CC(=C1)OC)C(C)(C)C)OP1OC(C(O1)(C1=CC=CC=C1)C1=CC=CC=C1)(C1=CC=CC=C1)C1=CC=CC=C1)C1=C(C=CC2=CC=CC=C12)P(O)(O)(O)C1=CC2=CC=CC=C2C=C1.C(CCCCCCCCCCCCCCC)(=O)SC[C@H](N)C(=O)O